N-hydroxy-3-(4-(3-(benzyloxy)-4-methoxyphenylethyl)phenyl)-1,2,4-oxadiazole-5-carboxamide ONC(=O)C1=NC(=NO1)C1=CC=C(C=C1)CCC1=CC(=C(C=C1)OC)OCC1=CC=CC=C1